The molecule is a labdane diterpenoid in which the labdane skeleton has double bonds at positions 8(17) and 14 and carries an S-hydroxy group at position 13. It has a role as a metabolite. It is a labdane diterpenoid and a tertiary alcohol. C[C@]12CCCC([C@@H]1CCC(=C)[C@H]2CC[C@@](C)(C=C)O)(C)C